4-tert-Butoxycarbonylmethyloxyphenyl-diphenylsulfonium C(C)(C)(C)OC(=O)COC1=CC=C(C=C1)[S+](C1=CC=CC=C1)C1=CC=CC=C1